2'-chloro-5'-methoxy-6-methyl-N-[6-(4-methyl-2-oxopiperazin-1-yl)-1,3-benzothiazol-2-yl]-[4,4'-bipyridine]-3-carboxamide ClC1=NC=C(C(=C1)C1=C(C=NC(=C1)C)C(=O)NC=1SC2=C(N1)C=CC(=C2)N2C(CN(CC2)C)=O)OC